C(C=C)(=O)OC1CCC(CC1)C(C)(C)C 4-tert-Butylcyclohexyl acrylate